BrC1=CC(=C(C=C1)N1CCOCC1)CN1CCCC1 4-(4-bromo-2-(pyrrolidin-1-ylmethyl)phenyl)morpholine